N-[4-[(6,7-dimethoxy-1,5-naphthyridin-4-yl)oxy]-3-fluorophenyl]-6-methyl-2-oxo-1-pyridin-3-ylpyridine-3-carboxamide COC=1N=C2C(=CC=NC2=CC1OC)OC1=C(C=C(C=C1)NC(=O)C=1C(N(C(=CC1)C)C=1C=NC=CC1)=O)F